OCC1=C(C=C(C=C1)NC(=O)C1=CSC=2CN(CCC21)C(=O)C2=CN=C1N2C=CC=C1)C(F)(F)F N-(4-(hydroxymethyl)-3-(trifluoromethyl)phenyl)-6-(imidazo[1,2-a]pyridine-3-carbonyl)-4,5,6,7-tetrahydro-thieno[2,3-c]pyridine-3-carboxamide